7-bromo-5-(4,4-difluoropiperidin-1-yl)-3,9-dimethylimidazo[1,2-c]quinazoline BrC1=CC(=CC=2C=3N(C(=NC12)N1CCC(CC1)(F)F)C(=CN3)C)C